C(C)(C)(C)[S@@](=O)N[C@@H]1C=2C(=NC=CC2)OC12CCN(CC2)C(=O)OC(C)(C)C tert-butyl (3R)-3-[[(R)-tert-butylsulfinyl]amino]spiro[3H-furo[2,3-b]pyridine-2,4'-piperidine]-1'-carboxylate